C1(CCCCC1)OC1CCN(CC1)CC(=O)N1CCN(CC1)C(=O)C=1C=C(C=CC1F)CC1=NNC(C2=CC=CC=C12)=O 4-[[3-[4-[2-[4-(cyclohexoxy)-1-piperidyl]acetyl]piperazine-1-carbonyl]-4-fluoro-phenyl]methyl]-2H-phthalazin-1-one